SC1=C(C=C(C=C1)S)S 1,2,4-tris(mercapto)benzene